Methoxymethylidene(triphenyl)-λ5-phosphane COC=P(C1=CC=CC=C1)(C1=CC=CC=C1)C1=CC=CC=C1